N1N=CC=2C=NC=3C=CC=CC3C21 1H-pyrazolo[4,3-c]quinolin